2-[(1-isopropyl-6-nitro-2-oxo-3-quinolyl)oxy]-N-methyl-acetamide C(C)(C)N1C(C(=CC2=CC(=CC=C12)[N+](=O)[O-])OCC(=O)NC)=O